P(O)(O)O.P(O)(O)O.C(C)(C)(C)C1=C(C(=CC(=C1)C(O)(C(CO)(CO)CO)C1=CC(=C(C(=C1)C(C)(C)C)C)C(C)(C)C)C(C)(C)C)C bis(2,6-di-t-butyl-4-tolyl)pentaerythritol bisphosphite